Butyl N-[(1R)-2-[(4aR,8aS)-3,4,4a,5,6,7,8,8a-octahydro-2H-quinolin-1-yl]-1-(hydroxymethyl)-2-oxo-ethyl]carbamate N1(CCC[C@H]2CCCC[C@H]12)C([C@@H](CO)NC(OCCCC)=O)=O